ClC1=CC(=C(N=N1)C(=O)[O-])NC1=CC=C(C=C1)N1CCOCC1 6-chloro-4-((4-morpholinophenyl)amino)pyridazine-3-carboxylate